2-(2,4-dioxotetrahydropyrimidin-1(2H)-yl)-5-((4-(6-methylthieno[2,3-d]pyrimidin-4-yl)-3,6-dihydropyridine-1(2H)-yl)methyl)isoindoline-1,3-dione O=C1N(CCC(N1)=O)N1C(C2=CC=C(C=C2C1=O)CN1CCC(=CC1)C=1C2=C(N=CN1)SC(=C2)C)=O